The molecule is a deuterated compound that is L-alanine in which the alpha-hydrogen and the three methyl hydrogens are replaced by deuterium. It is a L-alpha-amino acid, an alanine and a deuterated compound. [2H][C@@](C(=O)O)(C([2H])([2H])[2H])N